OC[C@H](C1=CC=CC=C1)NC1=NC(=NC=C1C1=NC=NO1)NC1=CC=C(C(=O)N(C)C)C=C1 4-[[4-[[(1S)-2-hydroxy-1-phenyl-ethyl]amino]-5-(1,2,4-oxadiazol-5-yl)pyrimidin-2-yl]-amino]-N,N-dimethyl-benzamide